7-(8-cyclopropyl-2-methyl-imidazo[1,2-b]pyridazin-6-yl)-2-piperazin-1-yl-thiazolo[3,2-a]pyrimidin-5-one C1(CC1)C=1C=2N(N=C(C1)C=1N=C3N(C(C1)=O)C=C(S3)N3CCNCC3)C=C(N2)C